methyl 3-(8-acetyl-2-oxo-1,8-diazaspiro[4.5]decan-3-yl)-2-((S)-2-((((3-chlorobenzyl)oxy)carbonyl)amino)-4-methylpentanamido)propanoate C(C)(=O)N1CCC2(CC(C(N2)=O)CC(C(=O)OC)NC([C@H](CC(C)C)NC(=O)OCC2=CC(=CC=C2)Cl)=O)CC1